CNC=1N=C(C(=NC1C=1C2=C(C=NC1)N(C=N2)C)C(=O)N)NC=2C=NC(=C(C2)C)N2CCOCC2 5-(Methylamino)-6-(3-methylimidazo[4,5-c]pyridin-7-yl)-3-[(5-methyl-6-morpholino-3-pyridyl)amino]pyrazine-2-carboxamide